2-(pyridin-2-yl)-4,6-bis(4-(pyridin-3-yl)phenyl)phenol sodium [Na].N1=C(C=CC=C1)C1=C(C(=CC(=C1)C1=CC=C(C=C1)C=1C=NC=CC1)C1=CC=C(C=C1)C=1C=NC=CC1)O